FC(C(=O)O)(F)F.NC1=C(C(=NC=N1)OC1=CC(=C(C=C1)N1C(N(CC1=O)C1=CC(=CC=C1)C(F)(F)F)=O)C)C(C)C 3-{4-[(6-amino-5-isopropyl-4-pyrimidinyl)oxy]-2-methylphenyl}-1-[3-(trifluoromethyl)phenyl]-2,4-imidazolidinedione trifluoroacetate